tert-Butyl(3-((4-methoxy-2-nitrophenyl)amino)phenyl)carbamate C(C)(C)(C)OC(NC1=CC(=CC=C1)NC1=C(C=C(C=C1)OC)[N+](=O)[O-])=O